COC1=CC=C(CN2C3(CCC3)C(C(C2)=O)C(=O)OC)C=C1 methyl 5-(4-methoxybenzyl)-7-oxo-5-azaspiro[3.4]octane-8-carboxylate